CN1C[C@H]2N(C=3C(=C4C(=NC=NC4=CC3)NC3=CC(=C(C=C3)OC3=CC4=C(N(C=N4)C)C=C3)C)OC2)CC1 (R)-8-methyl-N-(3-methyl-4-((1-methyl-1H-benzo[d]imidazol-5-yl)oxy)phenyl)-6,6a,7,8,9,10-hexahydropyrazino[1',2':4,5][1,4]oxazino[2,3-f]quinazolin-4-amine